(R)-N-(3-((4-(4-aminopyrimidin-2-yl)-1,3-dimethyl-1H-pyrazol-5-yl)oxy)butyl)-6'-chloro-3-fluoro-5-((4-methylpiperazin-1-yl)methyl)-[2,3'-bipyridin]-4'-amine NC1=NC(=NC=C1)C=1C(=NN(C1O[C@@H](CCNC1=C(C=NC(=C1)Cl)C1=NC=C(C=C1F)CN1CCN(CC1)C)C)C)C